2-hydroxy-2-(2-oxopyrrolidine-3-ylidene)acetic acid methyl ester COC(C(=C1C(NCC1)=O)O)=O